ClC=1C=C(C=CC1Cl)N1N=C(CC1)NC(CN1CCC(CC1)C(=O)OC)=O methyl 1-(2-((1-(3,4-dichlorophenyl)-4,5-dihydro-1H-pyrazol-3-yl)amino)-2-oxoethyl)piperidine-4-carboxylate